FC(C1=NN=C(O1)C=1C=CC(=NC1)CN1C(N(C2=C1C=C(C(=C2)F)F)C2CCN(CC2)C)=O)F 1-((5-(5-(difluoromethyl)-1,3,4-oxadiazol-2-yl)pyridin-2-yl)methyl)-5,6-difluoro-3-(1-methylpiperidin-4-yl)-1,3-dihydro-2H-benzo[d]imidazol-2-one